4-amino-N-(6-bromo-5-chloro-2,3-dihydrobenzofuran-3-yl)-7-fluoro-N-methylimidazo[1,5-a]quinoxaline-8-carboxamide NC=1C=2N(C3=CC(=C(C=C3N1)F)C(=O)N(C)C1COC3=C1C=C(C(=C3)Br)Cl)C=NC2